5-[[2-[(2R,5S)-2-(3,4-Dichlorophenyl)-5-methyl-1-piperidyl]-2-oxo-acetyl]amino]pyridine-3-carboxamide ClC=1C=C(C=CC1Cl)[C@@H]1N(C[C@H](CC1)C)C(C(=O)NC=1C=C(C=NC1)C(=O)N)=O